C1(CC1)NC(=O)C=1C=C2CN(CC2=CC1)C1=NC=CC(=N1)C1=NC=CC(=N1)\C=C\C1=CC=NC=C1 N-Cyclopropyl-2-[4-[4-[(E)-2-(4-pyridyl)vinyl]pyrimidin-2-yl]pyrimidin-2-yl]isoindoline-5-carboxamide